2-methyl-N-(1-(methylcarbamoyl)cyclobutyl)-5-((2-methylthiazol-5-yl)methoxy)benzofuran CC=1OC2=C(C1)C=C(C=C2)OCC2=CN(C(S2)C)C2(CCC2)C(NC)=O